C(C)(C)C1=CC=C(C(=N1)OC)C1=CN=C2SC(=NN21)N2CC(NCC2)CO (4-(5-(6-isopropyl-2-methoxypyridin-3-yl)imidazo[2,1-b][1,3,4]thiadiazol-2-yl)piperazin-2-yl)methanol